2-(1H-indazol-6-yl)-N-methyl-1H-benzo[d]imidazole-5-carboxamide trifluoroacetate FC(C(=O)O)(F)F.N1N=CC2=CC=C(C=C12)C1=NC2=C(N1)C=CC(=C2)C(=O)NC